ClC=1C(=C(NC=2C3=C(N=CN2)C=CC(=N3)O[C@@H]3CN(CC3)C(=O)OC(C)(C)C)C=CC1OC[C@H]1COCCC1)F tert-butyl (3S)-3-[4-[3-chloro-2-fluoro-4-[[(3R)-tetrahydropyran-3-yl]methoxy]anilino]pyrido[3,2-d]pyrimidin-6-yl]oxypyrrolidine-1-carboxylate